NC=1C2=C(N=CN1)C(=CN2)[C@@H]2N[C@@H]([C@H]([C@H]2O)O)CO (2S,3S,4R,5R)-2-(4-Amino-5H-pyrrolo[3,2-d]pyrimidin-7-yl)-5-(hydroxymethyl)pyrrolidin-3,4-diol